N-[2-[1-(2-oxo-1,3-dihydrobenzimidazol-5-yl)benzimidazol-2-yl]ethyl]acetamide O=C1NC2=C(N1)C=CC(=C2)N2C(=NC1=C2C=CC=C1)CCNC(C)=O